BrC=1C(=CC=C2C=C(C=C(C12)C=1C(=C2C(=C(N=C(C2=CN1)N1CC2CCC(C1)N2C(=O)OC(C)(C)C)C)C)F)O[Si](C(C)C)(C(C)C)C(C)C)F tert-butyl 3-[6-(8-bromo-7-fluoro-3-triisopropylsilyloxy-1-naphthyl)-5-fluoro-3,4-dimethyl-2,7-naphthyridin-1-yl]-3,8-diazabicyclo[3.2.1]octane-8-carboxylate